1-((3aR,4R,6aS)-2,2-di((9Z,12Z)-octadeca-9,12-dien-1-yl)tetrahydrofurano[3,4-d][1,3]dioxol-4-yl)-N,N-dimethylmethylamine C(CCCCCCC\C=C/C\C=C/CCCCC)C1(O[C@H]2[C@@H](O1)CO[C@@H]2CN(C)C)CCCCCCCC\C=C/C\C=C/CCCCC